(R)-3,3,3-trifluoro-2-methoxy-2-phenylpropanoyl chloride FC([C@@](C(=O)Cl)(C1=CC=CC=C1)OC)(F)F